(2-methyl-[4,8'-biquinolin]-6-yl)(morpholino)methanone CC1=NC2=CC=C(C=C2C(=C1)C=1C=CC=C2C=CC=NC12)C(=O)N1CCOCC1